C(#N)C1(CC1)C=1C=C(C=CC1)C=1CCC(CC1)CNC(=O)NC=1N=C(SC1)C#C 1-((3'-(1-cyanocyclopropyl)-2,3,4,5-tetrahydro-[1,1'-biphenyl]-4-yl)methyl)-3-(2-ethynylthiazol-4-yl)urea